3-(N-(4-bromophenyl)sulfamoyl)-N-(2-oxo-2-((2,2,2-trifluoroethyl)amino)ethyl)benzamide BrC1=CC=C(C=C1)NS(=O)(=O)C=1C=C(C(=O)NCC(NCC(F)(F)F)=O)C=CC1